N-((3-benzylpyridin-2-yl)(cyclopropyl)methyl)-7-methyl-1H-indole C(C1=CC=CC=C1)C=1C(=NC=CC1)C(N1C=CC2=CC=CC(=C12)C)C1CC1